COC1=C(C=CC=C1)C(C(C(=O)C1=CC=CC=C1)C)=O 1-(2-methoxyphenyl)-2-methyl-3-phenylpropane-1,3-dione